C1=CC=CC2=CC3=CC=CC=C3C(=C12)C1=CC=C(C=C1)P(C1=CC=CC=C1)(C1=CC=C(C=C1)C=1C2=CC=CC=C2C=C2C=CC=CC12)=O bis(4-(anthracen-9-yl)phenyl)-(phenyl)phosphine oxide